ClC1=C(C=CC(=C1)Cl)C(C=CC1=CC(=C(C=C1)O)[N+](=O)[O-])=O 1-(2,4-Dichlorophenyl)-3-(4-hydroxy-3-nitrophenyl)prop-2-en-1-one